CN1N=CC(=C1)N(S(N)(=O)=O)C[C@H]1N(CCC1)C 1-methyl-4-[[(2S)-1-methylpyrrolidin-2-yl]methyl-sulfamoyl-amino]pyrazole